NC1=C(C(=O)NCCN2C(NC(C=C2)=O)=O)C=CC=C1 2-amino-N-(2-(2,4-dioxo-3,4-dihydropyrimidin-1(2H)-yl)ethyl)benzamide